FC1C=C(C=CC1(O)F)NC(CC1=CC=2NC3=CC(=CC=C3C2C=C1)F)=O N-(3,4-difluoro-4-hydroxyphenyl)-2-(7-fluoro-9H-carbazol-2-yl)acetamide